(3S)-3-(2,4-difluoro-2',5,6'-trimethyl-4'-(trifluoromethyl)biphenyl-3-yl)-3-(2-(5-(2-(dimethylamino)ethyl)-2-oxo-4-(trifluoromethyl)pyridin-1(2H)-yl)-4-methylpentanamido)propanoic acid FC1=C(C=C(C(=C1[C@H](CC(=O)O)NC(C(CC(C)C)N1C(C=C(C(=C1)CCN(C)C)C(F)(F)F)=O)=O)F)C)C1=C(C=C(C=C1C)C(F)(F)F)C